3-((2-(4-((1r,4r)-4-hydroxy-4-(5-(pyrimidin-2-yl)pyridin-2-yl)cyclohexyl)hexahydropyrrolo[3,2-b]pyrrol-1(2H)-yl)-2-oxoethyl)carbamoyl)benzoic acid OC1(CCC(CC1)N1CCC2N(CCC21)C(CNC(=O)C=2C=C(C(=O)O)C=CC2)=O)C2=NC=C(C=C2)C2=NC=CC=N2